(1r,4r)-4-(3-bromoanilino)-2',3'-dimethylspiro[cyclohexane-1,1'-indene]-4-carboxylic acid BrC=1C=C(NC2(CCC3(C(=C(C4=CC=CC=C34)C)C)CC2)C(=O)O)C=CC1